t-heptylperoxy-n-butyl monocarbonate C(OCCCCOOC(C)(C)CCCC)([O-])=O